ethyl 1-((6-cyclopropylimidazo[1,2-a]pyridin-2-yl)methyl)-1H-imidazole-4-carboxylate C1(CC1)C=1C=CC=2N(C1)C=C(N2)CN2C=NC(=C2)C(=O)OCC